(1-(6-aminopyrimidin-4-yl)-3-(3-phenylpropyl)piperidin-3-yl)methanol NC1=CC(=NC=N1)N1CC(CCC1)(CCCC1=CC=CC=C1)CO